(2R)-N-{4-methyl-3-[2-(2-methyl-pyrazol-3-yl)-6-(morpholin-4-yl)pyridin-4-yl]phenyl}-2-(trifluoromethyl)morpholine-4-carboxamide CC1=C(C=C(C=C1)NC(=O)N1C[C@@H](OCC1)C(F)(F)F)C1=CC(=NC(=C1)N1CCOCC1)C=1N(N=CC1)C